(4-butoxy-2,3-difluorophenyl)boronic acid C(CCC)OC1=C(C(=C(C=C1)B(O)O)F)F